6-amino-7-(6-chlorophthalazin-5-yl)-2-methyl-pyrrolo[2,3-d]pyrimidine-5-carbonitrile NC1=C(C2=C(N=C(N=C2)C)N1C1=C2C=NN=CC2=CC=C1Cl)C#N